(3S,5S)-5-(2-((3-sulfamoylphenyl)amino)pyrimidin-5-yl)tetrahydrofuran-3-yl ((S)-sec-butyl)carbamate [C@H](C)(CC)NC(O[C@@H]1CO[C@@H](C1)C=1C=NC(=NC1)NC1=CC(=CC=C1)S(N)(=O)=O)=O